FC1=C(C(=C(C=C1)OC)CCOC1=C(C=C(C(=C1)F)[N+](=O)[O-])OC)F 1,2-difluoro-3-[2-(5-fluoro-2-methoxy-4-nitrophenoxy)ethyl]-4-methoxybenzene